({2-[(pyridin-2-ylmethyl)sulfamoyl]phenyl}amino)acetic acid N1=C(C=CC=C1)CNS(=O)(=O)C1=C(C=CC=C1)NCC(=O)O